FC(C(C(C(C(C(C(O)(O)F)(F)F)(F)F)(F)F)(F)F)(F)F)CC Dodecafluorononandiol